NC1=NC(=NC=C1)N1C[C@@H]([C@@H](CC1)OC)O (3S,4R)-1-(4-Aminopyrimidin-2-yl)-4-methoxypiperidin-3-ol